C(CCCCCCC\C=C/CCCCCCCC)(=O)[N+]1=CN([C@H]2[C@H](O)[C@H](O)[C@@H](CO)O2)C=2N=CN=C(C12)O N-oleoyl-inosine